3-ethyl-3-(2-ethylhexyloxymethyl)oxetan C(C)C1(COC1)COCC(CCCC)CC